FC(C(=O)[O-])(C(F)(F)F)F.[K+] potassium perfluoropropionate